S(C)(=O)(=O)[O-].C(C)(C)C1=C(OC(=O)OC[N+]2=CC(=CC=C2)C(N(C)C)=O)C(=CC=C1)C(C)C 1-(((2,6-diisopropylphenoxy)carbonyloxy)methyl)-3-(dimethylcarbamoyl)pyridinium mesylate